(2RS)-1-chloro-3-(2-chloro-4-tolyl)propan-2-amine hydrochloride Cl.ClC[C@@H](CC1=CC(=C(C=C1)C)Cl)N |r|